CC(COC)OCC(OCC(OCC(=C)C1=CC=C(C=C1)C(COC(COC(COC(COC)C)C)C)=C)C)C 1,4-bis(4,7,10-trimethyl-2,5,8,11-tetraoxatetradec-13-en-13-yl)benzene